(1R)-1-ethyl-1-methyl-N-[(3S)-5-methyl-4-oxo-2,3-dihydro-1,5-benzoxazepin-3-yl]-3H-furo[3,4-c]pyridine-6-carboxamide C(C)[C@]1(OCC=2C=NC(=CC21)C(=O)N[C@H]2COC1=C(N(C2=O)C)C=CC=C1)C